C(C)C1OC(CC(C1(C)C)=C)C1=CC=C(C=C1)OC 2-Ethyl-6-(4-methoxyphenyl)-3,3-dimethyl-4-methylenetetrahydro-2H-pyran